C1(CC1)C=1N=CC2=C3C(=CC(=C2C1)S(NCC(C)C)(=O)=O)[C@@H](C[C@H]3NC(=O)C=3OC1=C(N3)C=CC=C1)NC(=O)C=1C=NC=CC1 |r| N-[Trans-(7RS,9RS)-3-cyclopropyl-5-(2-methylpropylsulfamoyl)-7-(pyridin-3-carbonylamino)-8,9-dihydro-7H-cyclopenta[h]isochinolin-9-yl]-1,3-benzoxazol-2-carboxamid